BrC=1C=C2C(=NN(C2=CC1)C1OCCCC1)C=1N(C2=CC=CC=C2C1)C(=O)OC(C)(C)C tert-Butyl 2-(5-bromo-1-(tetrahydro-2H-pyran-2-yl)-1H-indazol-3-yl)-1H-indole-1-carboxylate